FC1=NC(=CC=C1N1CCN(CC1)CC=1C(=C2NC(C=3N(C2=CC1)N=CC3C)=O)C)C(NC)=O 7-((4-(2-fluoro-6-(methylcarbamoyl)pyridin-3-yl)piperazin-1-yl)methyl)-3,6-dimethylpyrazolo[1,5-a]quinoxalin-4(5H)-one